(3S)-N-[(1S)-2-amino-1-[[(3R)-5,5-dimethyl-2-oxo-pyrrolidin-3-yl]methyl]-2-oxo-ethyl]-2-(6-chloro-1H-indole-2-carbonyl)-2-azaspiro[4.5]decane-3-carboxamide NC([C@H](C[C@H]1C(NC(C1)(C)C)=O)NC(=O)[C@H]1N(CC2(C1)CCCCC2)C(=O)C=2NC1=CC(=CC=C1C2)Cl)=O